ClC1=CC(=NC=N1)NC1CCOCC1 6-chloro-N-(tetrahydro-2H-pyran-4-yl)pyrimidin-4-amine